7-methoxy-N-(6-methoxypyridin-2-yl)-2-(4-oxaspiro[2.5]oct-1-yl)imidazo[1,2-a]pyridine-6-carboxamide COC1=CC=2N(C=C1C(=O)NC1=NC(=CC=C1)OC)C=C(N2)C2CC21OCCCC1